CN(C(=O)C1=CC=NN1C)C1=C(C=C(C=C1)C1=NC2=CC=C(C=C2C=C1)C(F)(F)F)C N,1-Dimethyl-N-(2-methyl-4-(6-(trifluoromethyl)quinolin-2-yl)phenyl)-1H-pyrazole-5-carboxamide